FC(OC1=CC=C(C=C1)N1N=C(N=C1)N1CCC(CC1)CCNC(N)=O)(F)F 3-[2-[1-[1-[4-(trifluoromethoxy)phenyl]-1,2,4-triazol-3-yl]-4-piperidyl]ethyl]urea